C(C)(=O)C1=NN(C2=CC=C(C=C12)C=1C=NC(=NC1)C)CC(=O)N1[C@@H]2C[C@@H]2C[C@H]1C(=O)NC/C(=C(\C)/C1=CC=CC=C1)/F (1R,3S,5R)-2-(2-(3-acetyl-5-(2-methylpyrimidin-5-yl)-1H-indazol-1-yl)acetyl)-N-((Z)-2-fluoro-3-phenylbut-2-en-1-yl)-2-azabicyclo[3.1.0]hexane-3-carboxamide